cyclopentyl-(4-(3-((4,5-dimethylthiazol-2-yl)amino)-2-methylbenzyl)piperazin-1-yl)methanone C1(CCCC1)C(=O)N1CCN(CC1)CC1=C(C(=CC=C1)NC=1SC(=C(N1)C)C)C